FC(C(=O)O)(F)F.C(C1=C(C=C(C=C1)C(C(F)(F)F)(CO)O)C1=CN=CC(=N1)C(=O)N)([2H])([2H])[2H] 6-(2-(methyl-d3)-5-(1,1,1-trifluoro-2,3-dihydroxypropan-2-yl)phenyl)pyrazine-2-carboxamide, trifluoroacetate salt